2-nitro-5-[2-(tetrahydro-pyran-4-yl)-ethoxy]-benzamide [N+](=O)([O-])C1=C(C(=O)N)C=C(C=C1)OCCC1CCOCC1